FC(C(=C)C1COC2(CN(C2)C(=O)OC(C)(C)C)C1)(F)F tert-Butyl 7-(3,3,3-trifluoroprop-1-en-2-yl)-5-oxa-2-azaspiro[3.4]octane-2-carboxylate